1,3,7-trimethyl-8-(3-(pyridin-2-yloxy)propoxy)-3,7-dihydro-1H-purine-2,6-dione CN1C(N(C=2N=C(N(C2C1=O)C)OCCCOC1=NC=CC=C1)C)=O